The molecule is an (omega-1)-hydroxy fatty acid ascaroside that is bhas#24 in which the hydroxy group at position 4 of the ascarylopyranose moiety has been has been converted to the corresponding 1H-indole-3-carboxylate ester. It is a metabolite of the nematode Caenorhabditis elegans. It has a role as a Caenorhabditis elegans metabolite. It is an (omega-1)-hydroxy fatty acid ascaroside, a 3-hydroxy carboxylic acid, a 4-O-(1H-indol-3-ylcarbonyl)ascaroside and a monocarboxylic acid. It derives from a (3R,13R)-3,13-dihydroxymyristic acid and a bhas#24. C[C@H]1[C@@H](C[C@H]([C@@H](O1)O[C@H](C)CCCCCCCCC[C@H](CC(=O)O)O)O)OC(=O)C2=CNC3=CC=CC=C32